(S)-3-(5-fluoro-3'-(trifluoromethoxy)biphenyl-3-yl)-3-(3-(4-hydroxy-1-methyl-2-oxo-1,2-dihydropyridin-3-yl)ureido)propionic acid FC=1C=C(C=C(C1)C1=CC(=CC=C1)OC(F)(F)F)[C@H](CC(=O)O)NC(=O)NC=1C(N(C=CC1O)C)=O